2-amino-N-{7-methoxy-8-[3-(morpholin-4-yl)propoxy]-2,3-dihydroimidazo[1,2-c]quinazolin-5-yl}pyrimidine-5-carboxamide dihydrochloride Cl.Cl.NC1=NC=C(C=N1)C(=O)NC1=NC=2C(=C(C=CC2C=2N1CCN2)OCCCN2CCOCC2)OC